C(C)(C)(C)OC(=O)N1CCN(CC1)C1=NC=C(C(=N1)C)O 4-(5-hydroxy-4-methylpyrimidin-2-yl)piperazine-1-carboxylic acid tert-butyl ester